(R)-6-chloro-3-((1-(2-cyano-3-hydroxy-7-methylquinoxalin-5-yl)ethyl)amino)picolinic acid ClC1=CC=C(C(=N1)C(=O)O)N[C@H](C)C1=C2N=C(C(=NC2=CC(=C1)C)C#N)O